1,4-diisocyanato-2-methyl-hexane N(=C=O)CC(CC(CC)N=C=O)C